anti-glycine NCC(=O)O